octadecyl-tri-n-butyl-ammonium tert-butyl-6-(pyridin-2-yl)-2,6-diazaspiro[3.3]heptane-2-carboxylate C(C)(C)(C)OC(=O)N1CC2(C1)CN(C2)C2=NC=CC=C2.C(CCCCCCCCCCCCCCCCC)[N+](CCCC)(CCCC)CCCC